CC(=CCCC(C)=O)CCCC(CCCC(C)C)C 6,10,14-trimethylpentadeca-5-en-2-one